(+-)-(1S,2S,5R)-2-fluoro-3-oxo-9-azabicyclo[3.3.1]nonane-9-carboxylic acid tert-butyl ester C(C)(C)(C)OC(=O)N1[C@@H]2[C@@H](C(C[C@H]1CCC2)=O)F |r|